OC1CCC(CC1)C1=CN=CS1 5-((1r,4r)-4-hydroxycyclohexyl)thiazol